N1=NN(C2=NC=CC=C21)OC(C(C)C2CCC(CC2)C2=CC=NC=1N2N=CC1)=O 2-(4-(pyrazolo[1,5-a]pyrimidin-7-yl)cyclohexyl)propanoic acid-3H-[1,2,3]triazolo[4,5-b]pyridin-3-yl ester